4-(4'-(1-methyl-1H-pyrazol-3-yl)-[1,1'-biphenyl]-4-yl)-1H-1,2,3-triazole-5-carboxylic acid CN1N=C(C=C1)C1=CC=C(C=C1)C1=CC=C(C=C1)C=1N=NNC1C(=O)O